C1=C(C=CC2=CC=CC=C12)[C@@H]1NC(OC1(C)C)=O (S)-4-(2-naphthyl)-5,5-dimethyloxazolidinone